N1(C=NC2=C1C=CC=C2)CCCNC(=O)C2=NC1=CC(=C(C=C1N(C2=O)C[C@@H]([C@@H]([C@@H](CO)O)O)O)C)C N-(3-(1H-benzo[d]imidazol-1-yl)propyl)-6,7-dimethyl-3-oxo-4-((2S,3S,4R)-2,3,4,5-tetrahydroxypentyl)-3,4-dihydroquinoxaline-2-carboxamide